OC1CN(C1)C1=CC=C2C3(CC=4C(=NOC4C2=C1)NS(=O)(=O)C1=C(C=C(C=C1OC)CS(=O)(=O)C)OC)CC3 N-(8'-(3-hydroxyazetidin-1-yl)-4'H-spiro[cyclopropane-1,5'-naphtho[2,1-d]isoxazol]-3'-yl)-2,6-dimethoxy-4-((methylsulfonyl)methyl)benzenesulfonamide